ClC1=C(C=CC=C1Cl)SC=1N=CC(=NC1C)C(CN)N 1-(5-((2,3-dichlorophenyl)thio)-6-methylpyrazin-2-yl)ethane-1,2-diamine